NC1=NC(=C2C(=N1)N(N=C2)CC2=CC(=C(C=C2)N)C)C=2C=C(C=NC2)C#N 5-[6-amino-1-[(4-amino-3-methyl-phenyl)methyl]pyrazolo[3,4-d]pyrimidine-4-yl]pyridine-3-carbonitrile